4,4'-bis(1,3-dioxo-1,3-dihydroisobenzofuran-5-ylcarbonyloxy)-3,3'-diphenyl-biphenyl O=C1OC(C2=CC(=CC=C12)C(=O)OC1=C(C=C(C=C1)C1=CC(=C(C=C1)OC(=O)C=1C=C2C(OC(C2=CC1)=O)=O)C1=CC=CC=C1)C1=CC=CC=C1)=O